CC1(CCN(CC1)C1=NC2=C(C=C(C=C2C(N1C)=O)C)C(C)NC1=C(C(=O)OC)C=CC=C1)C methyl 2-((1-(2-(4,4-dimethylpiperidin-1-yl)-3,6-dimethyl-4-oxo-3,4-dihydroquinazolin-8-yl)ethyl)amino)benzoate